NCCC[Si](O[Si](C)(C)C)(O[Si](C)(C)C)O[Si](C)(C)C (3-aminopropyl)tri(trimethylsiloxy)silane